5-bromo-2-(cyclopropylmethyl)thiazole BrC1=CN=C(S1)CC1CC1